3-phenyl-1-(p-tolyl)-but-3-en-1-one oxime C1(=CC=CC=C1)C(CC(=NO)C1=CC=C(C=C1)C)=C